(4-(4-aminophenoxy)butyl)carbamic acid tert-butyl ester C(C)(C)(C)OC(NCCCCOC1=CC=C(C=C1)N)=O